4-(4-bromobenzyl)thiomorpholine-1,1-dioxide BrC1=CC=C(CN2CCS(CC2)(=O)=O)C=C1